4,6-diaminopyridine NC1=CC=NC(=C1)N